C1(=CC=CC=C1)CCCC1=NOC(=N1)[C@H]1N(C[C@@H](C1)O)S(=O)(=O)C 3-(3-phenylpropyl)-5-[(2S,4R)-4-hydroxy-1-methanesulfonylpyrrolidin-2-yl]-1,2,4-oxadiazole